C(C)(C)[Si](OC(=O)C1C2C(CC(C1)C2)[Si](OCC)(OCC)C)(C(C)C)C(C)C 2-triisopropylsiloxycarbonyl-6-methyldiethoxysilylnorbornane